(2'S,7R)-2-cyclobutyl-2'-methyl-1'-[[1-(2-methylsulfonylethyl)pyrazol-4-yl]methyl]spiro[4,5-dihydrothieno[2,3-c]pyran-7,4'-piperidine] C1(CCC1)C1=CC2=C(S1)[C@@]1(C[C@@H](N(CC1)CC=1C=NN(C1)CCS(=O)(=O)C)C)OCC2